C12C(C(C(C=C1)C=C2)=O)=O bicyclo[2.2.2]octa-5,7-diene-2,3-dione